ClC=1C(=NC(=NC1)NC1CCOCC1)C=1C=C2C(=NC1)CN(C2=O)[C@@H](C(=O)N[C@H](CO)C2=CC(=CC=C2)OC)C (2R)-2-(3-{5-chloro-2-[(Oxan-4-yl)amino]pyrimidin-4-yl}-5-oxo-5H,6H,7H-pyrrolo[3,4-b]pyridin-6-yl)-N-[(1S)-2-hydroxy-1-(3-methoxyphenyl)ethyl]propionamide